2-fluoro-6-(3-methoxyanilino)-9-(tetrahydro-2H-pyran-2-yl)-9H-purine FC1=NC(=C2N=CN(C2=N1)C1OCCCC1)NC1=CC(=CC=C1)OC